OS(=O)(=O)ON(CCCC)C propyldimethylamino hydroxysulfonate